OC(=O)C(F)(F)F.S1C(=CC=C1)N thiophen-2-amine-TFA salt